NCCCOS(O)(=S)=O (3-aminopropyl)thiosulfuric acid